C(C)(C)(C)OC(NC=1C=C(C=2N(C1)N=CN2)N2CCC(CC2)(F)F)=O (8-(4,4-Difluoropiperidin-1-yl)-[1,2,4]triazolo[1,5-a]pyridin-6-yl)carbamic acid tert-butyl ester